FC(C1=CC=C(C=C1)C1=C(C=CC=C1)NC(=O)C1=C(N=C(S1)C)C(F)F)(F)F N-(4'-trifluoromethylbiphenyl-2-yl)-4-difluoromethyl-2-methylthiazol-5-carboxamide